6-chloro-1,4-dimethyl-2-(4-(methylsulfonyl)phenyl)-1H-pyrrolo[3,2-c]pyridine ClC1=CC2=C(C(=N1)C)C=C(N2C)C2=CC=C(C=C2)S(=O)(=O)C